N'-(5-methoxy-2-hydroxybenzylidene)-2-((3-fluorophenyl)amino)propionyl-hydrazine COC=1C=CC(=C(C=NNC(C(C)NC2=CC(=CC=C2)F)=O)C1)O